(3-chlorophenyl)-methylamine ClC=1C=C(C=CC1)NC